N-(1,3-dihydroxy-2-(hydroxymethyl)propan-2-yl)-1-methyl-2-((6-(trifluoromethoxy)benzo[d]oxazol-2-yl)amino)-1H-benzo[d]imidazole-5-carboxamide OCC(CO)(CO)NC(=O)C1=CC2=C(N(C(=N2)NC=2OC3=C(N2)C=CC(=C3)OC(F)(F)F)C)C=C1